C[Si](C=1C=C(N(C)C)C=CC1)(C=1C=C(N(C)C)C=CC1)C 3,3'-(dimethylsilanediyl)-bis(N,N-dimethylaniline)